methylenebis[4-isocyanato-benzene] C(C1=CC=C(C=C1)N=C=O)C1=CC=C(C=C1)N=C=O